Diheptadecyl-trimethyl-ammonium chloride [Cl-].C(CCCCCCCCCCCCCCCC)C([NH+](C)C)CCCCCCCCCCCCCCCCC